4-((2-isopropoxybenzyl)amino)-2-((1-methyl-1H-pyrazol-4-yl)amino)pyrimidin-5-carboxamide C(C)(C)OC1=C(CNC2=NC(=NC=C2C(=O)N)NC=2C=NN(C2)C)C=CC=C1